(diphenylmethyleneamino)-6-fluoro-hexanoic acid ethyl ester C(C)OC(C(CCCCF)N=C(C1=CC=CC=C1)C1=CC=CC=C1)=O